diethanolamine malate C(C(O)CC(=O)O)(=O)O.N(CCO)CCO